2-(dimethylaminomethyl)-phenol CN(C)CC1=C(C=CC=C1)O